O=C1C2=C(N=C(N1)[C@H]1[C@@H](CC1)C1=NC=CC=N1)NN=C2C#N 4-oxo-6-((1R,2R)-2-(pyrimidin-2-yl)cyclobutyl)-4,5-dihydro-1H-pyrazolo[3,4-d]pyrimidine-3-carbonitrile